tri(ethylenediamine) rhodium (III) chloride [Rh](Cl)(Cl)Cl.C(CN)N.C(CN)N.C(CN)N